ClC1=C(C=C(C(=C1)N)F)C1=CC=CC=C1 2-chloro-5-fluoro-[1,1'-biphenyl]-4-amine